methyl 7-[5-chloranyl-2-[2-[2-methyl-6-[methyl(4-pyridyl)amino]-4-oxidanylidene-5,6,7,8-tetrahydroquinazolin-3-yl]ethoxy]phenyl]-5-methyl-thieno[3,2-b]pyridine-3-carboxylate ClC=1C=CC(=C(C1)C1=C2C(=NC(=C1)C)C(=CS2)C(=O)OC)OCCN2C(=NC=1CCC(CC1C2=O)N(C2=CC=NC=C2)C)C